2-(3-((2-((4-(4-(azetidin-1-yl)piperidin-1-yl)-3-(hydroxymethyl)phenyl)amino)-5-methylthieno[2,3-d]pyrimidin-4-yl)amino)-5-fluorophenyl)propan-2-ol N1(CCC1)C1CCN(CC1)C1=C(C=C(C=C1)NC=1N=C(C2=C(N1)SC=C2C)NC=2C=C(C=C(C2)F)C(C)(C)O)CO